C1(CC1)C1(C[C@H](N(CC1)C(=O)C=1C=2C=CNC2C(=CC1OC)C)C1=CC=C(C(=O)O)C=C1)O 4-((2S)-4-cyclopropyl-4-hydroxy-1-(5-methoxy-7-methyl-1H-indole-4-carbonyl)piperidin-2-yl)benzoic acid